(E)-3-(4-fluorophenyl)-4-phenyl-N-((4-(trifluoromethyl)phenyl)sulfonyl)-4,5-dihydro-1H-pyrazole-1-carbimidoyl chloride FC1=CC=C(C=C1)C1=NN(CC1C1=CC=CC=C1)\C(=N/S(=O)(=O)C1=CC=C(C=C1)C(F)(F)F)\Cl